C(C)N1N=NC(=C1)CC[C@@H](C(C(=O)OCC1=CC=CC=C1)(C)C)C=1SC(=C(C1)CO)C Benzyl (S)-5-(1-ethyl-1H-1,2,3-triazol-4-yl)-3-(4-(hydroxymethyl)-5-methylthiophen-2-yl)-2,2-dimethylpentanoate